FC1=CC=C(C=N1)C1=CN(CCC1)C(=O)OCC1=CC=CC=C1 benzyl 6'-fluoro-5,6-dihydro[3,3'-bipyridine]-1(4H)-carboxylate